FC1(CCC(CC1)N1N=C(C=CC1=O)NC(=O)C1=C(C=C(C=C1)NS(=O)(=O)CC(=O)OCC)N1CCC2(CC2)CC1)F ethyl 2-(N-(4-((1-(4,4-difluorocyclohexyl)-6-oxo-1,6-dihydropyridazin-3-yl)carbamoyl)-3-(6-azaspiro[2.5]octan-6-yl)phenyl)sulfamoyl)acetate